4-Hydroxy-norvaline OC(C[C@H](N)C(=O)O)C